2-(pyrrolidin-1-yl)pyridine-3-boronic acid N1(CCCC1)C1=NC=CC=C1B(O)O